2-((S)-1,2-dihydroxypropan-2-yl)-N'-(((R)-3-methyl-1,2,3,5,6,7-hexahydrodicyclopenta[b,e]pyridin-8-yl)carbamoyl)thiazole-5-sulfonimidamide OC[C@](C)(O)C=1SC(=CN1)S(=O)(N)=NC(NC1=C2C(=NC3=C1CCC3)[C@@H](CC2)C)=O